BrCC(CC=1C(=NN(C1)C)Br)O 1-Bromo-3-(3-bromo-1-methyl-1H-pyrazol-4-yl)propan-2-ol